FC(COC[C@@H]1CC=2C(C=3N(C1)N=C1C3CN(CC1)C(=O)OC(C)(C)C)=NOC2)F |o1:5| (5R*)-tert-butyl 5-((2,2-difluoroethoxy)methyl)-5,6,9,10-tetrahydro-4H-isoxazolo[3,4-c]pyrido-[4',3':3,4]pyrazolo[1,5-a]azepine-11(12H)-carboxylate